C1(COCOC1)C(=O)O 3,5-dioxanecarboxylic acid